C(C)(C)[SiH](O[SiH](C(C)C)C(C)C)C(C)C 1,1,3,3-tetraisopropyldisiloxane